5-Fluoro-N-[2-(4-formylcyclohexyl)-6-(1-hydroxy-1-methyl-ethyl)indazol-5-yl]pyridine-2-carboxamide FC=1C=CC(=NC1)C(=O)NC1=CC2=CN(N=C2C=C1C(C)(C)O)C1CCC(CC1)C=O